C(=CC1=C(N([Si](C)(C)C(C)(C)C)[Si](C)(C)C(C)(C)C)C=CC=C1)C1=C(N([Si](C)(C)C(C)(C)C)[Si](C)(C)C(C)(C)C)C=CC=C1 ethenylenebis[N,N-bis(t-butyldimethylsilyl)aniline]